3-chloro-6-(2,6-dioxopiperidin-3-yl)-5H-pyrrolo[3,4-b]pyridine-5,7(6H)-dione ClC=1C=C2C(=NC1)C(N(C2=O)C2C(NC(CC2)=O)=O)=O